OC1=C(C=CC(=C1)OC)C1=C(C(=O)C2=CC=CC=C2)C=CC=C1 (2-hydroxy-4-methoxyphenyl)-benzophenone